C(CCCCCCCC)O (+)-1-nonanol